Cl.C1(CC1)CN1C2=C(C=C1C1=NC3=C(N1C)C(=CC(=C3)C(=O)N3C[C@@H](CCC3)NC)OC)C=CS2 (R)-(2-(6-(cyclopropylmethyl)-6H-thieno[2,3-b]pyrrol-5-yl)-7-methoxy-1-methyl-1H-benzo[d]imidazol-5-yl)(3-(methylamino)piperidin-1-yl)methanone hydrochloride